NC=1C=2N(C(=CN1)C=1C=NN(C1)C)N=C(C2C2=CC(=C(C(=O)NCC1CCC1)C=C2)OC)C2=C(C=C(C=C2)NC(C(=C)F)=O)C 4-(4-Amino-2-(4-(2-fluoroacryloylamino)-2-methylphenyl)-7-(1-methyl-1H-pyrazol-4-yl)pyrazolo[1,5-a]pyrazin-3-yl)-N-(cyclobutylmethyl)-2-methoxybenzamide